NC=1C(=C(C2=C(N(C=N2)CC(F)F)C1)C#N)C(=O)C1=C(C=CC(=C1)F)Cl 6-amino-5-[(2-chloro-5-fluorophenyl)carbonyl]-1-(2,2-difluoroethyl)benzo[d]imidazole-4-carbonitrile